OC(=O)C(F)(F)F.F\C(\CNC(=O)[C@H]1N[C@@H]2C[C@@H]2C1)=C(/C)\C1=CC=CC=C1 (1R,3S,5R)-N-((E)-2-Fluoro-3-phenylbut-2-en-1-yl)-2-azabicyclo[3.1.0]hexane-3-carboxamide TFA Salt